(1s,4s)-4-((5-(imidazo[1,2-a]pyridin-6-yl)pyrrolo[2,1-f][1,2,4]triazin-2-yl)amino)-1-methylcyclohexane-1-ol N=1C=CN2C1C=CC(=C2)C=2C=CN1N=C(N=CC12)NC1CCC(CC1)(O)C